C(\C=C\C1C(CCCCC)O1)=O (E)-4,5-epoxy-(E)-2-decenal